(5-((3-(4-(cyclopropylmethyl)-4H-1,2,4-triazol-3-yl) phenyl) carbamoyl)-2,4-difluorophenyl)-1H-imidazole-5-carboxylate C1(CC1)CN1C(=NN=C1)C=1C=C(C=CC1)NC(=O)C=1C(=CC(=C(C1)OC(=O)C1=CN=CN1)F)F